4-(2-amino-5-chloropyridin-3-yl)-6-(6-(trifluoromethyl)pyridin-2-yl)-N-(2-(trifluoromethyl)pyridin-4-yl)-1,3,5-triazin-2-amine NC1=NC=C(C=C1C1=NC(=NC(=N1)C1=NC(=CC=C1)C(F)(F)F)NC1=CC(=NC=C1)C(F)(F)F)Cl